C(=O)(C=C)OC1=C(C=CC=C1)S(=O)(=O)O 2-(acryl)oxybenzenesulfonic acid